3-cyclohexyl-5-(2,4-dihydroxybenzylidene)-1-methyl-2-thiohydantoin C1(CCCCC1)N1C(N(C(C1=O)=CC1=C(C=C(C=C1)O)O)C)=S